ClC=1C=C(OC2CCC(CC2)NC(OC(C)(C)C)=O)C=CC1C#N tert-butyl N-[4-(3-chloro-4-cyano-phenoxy)cyclohexyl]carbamate